FC(C(C(F)(F)F)(O)C1=CC=C(C=C1)C1=C(C=C(C=C1)CN1CC(N(CC1)CC1=CC=NC=C1)C(=O)OCCO)C)(F)F 2-hydroxyethyl 4-((4'-(1,1,1,3,3,3-hexafluoro-2-hydroxypropan-2-yl)-2-methyl-[1,1'-biphenyl]-4-yl)methyl)-1-(pyridin-4-ylmethyl)piperazine-2-carboxylate